2-[[2-(phenylmethylene) octylidene] amino]-3-methylbutyl benzoate C(C1=CC=CC=C1)(=O)OCC(C(C)C)N=CC(CCCCCC)=CC1=CC=CC=C1